4-(dimethylamino)-2-hydroxy-5-(6-methoxy-6-oxohex-1-yn-1-yl)benzoic acid methyl ester COC(C1=C(C=C(C(=C1)C#CCCCC(=O)OC)N(C)C)O)=O